3-methyl-1,2,3,4,4a,5-hexahydrobenzo[b]pyrazino[1,2-d][1,4]oxazin-8-amine CN1CC2N(C3=C(OC2)C=C(C=C3)N)CC1